tert-Butyl (3R,6R)-6-hydroxy-3-isobutyl-1,4-diazepane-1-carboxylate O[C@@H]1CN[C@@H](CN(C1)C(=O)OC(C)(C)C)CC(C)C